N-[3-(1H-imidazol-1-yl)propyl]3,5-diaminobenzamide N1(C=NC=C1)CCCNC(C1=CC(=CC(=C1)N)N)=O